S-sulphocysteine S(=O)(=O)(O)SC[C@H](N)C(=O)O